FC1=C(COC2=C(C(N(C(=C2)C)CC2=CC=NC=C2)=O)Br)C(=CC(=C1)F)F 4-(2,4,6-trifluorobenzyloxy)-3-bromo-6-methyl-1-((pyridin-4-yl)methyl)pyridin-2(1H)-one